(R)-2-(2-chloro-5-fluoro-7H-pyrrolo[2,3-d]pyrimidine-7-yl)-7-ethyl-6,7-dihydro-5H-cyclopenta[b]pyridin-7-ol ClC=1N=CC2=C(N1)N(C=C2F)C2=CC=C1C(=N2)[C@@](CC1)(O)CC